lithium 5-(7-(2-(2-(2-((tert-butoxycarbonyl)amino)ethoxy)ethoxy)-4-fluorophenyl)thieno[2,3-d]pyridazin-4-yl)pent-4-ynoate C(C)(C)(C)OC(=O)NCCOCCOC1=C(C=CC(=C1)F)C=1N=NC(=C2C1SC=C2)C#CCCC(=O)[O-].[Li+]